5-[4-Amino-5-(trifluoromethyl)pyrrolo[2,1-f][1,2,4]triazin-7-yl]-N-{1-[(5-cyclopropyl-1,3,4-thiadiazol-2-yl)methyl]-4-fluoropyrrolidin-3-yl}-2-methoxypyridin-3-carboxamid NC1=NC=NN2C1=C(C=C2C=2C=C(C(=NC2)OC)C(=O)NC2CN(CC2F)CC=2SC(=NN2)C2CC2)C(F)(F)F